3-((4-(5-(chlorodifluoromethyl)-1,2,4-oxadiazol-3-yl)phenyl)amino)-4-(pyrimidin-5-ylamino)cyclobut-3-ene-1,2-dione ClC(C1=NC(=NO1)C1=CC=C(C=C1)NC=1C(C(C1NC=1C=NC=NC1)=O)=O)(F)F